[Br-].C(CC(C)C)OC1=C(C=C(C2=CC=CC=C12)OCCC(C)C)C(C[N+]1=CN(C=C1)CC1=CC=C(C=C1)OC)=O 3-(2-(1,4-bis(isopentyloxy)naphthalen-2-yl)-2-oxoethyl)-1-(4-methoxybenzyl)-1H-imidazol-3-ium bromide